2-trifluoromethyl-fluorobenzene FC(C1=C(C=CC=C1)F)(F)F